NC1=C(C=C(C(=O)OC)C=C1NC[C@H]1OCC1)Cl methyl (S)-4-amino-3-chloro-5-((oxetan-2-ylmethyl)amino)benzoate